N[C@H](C(=O)N[C@H](C(=O)N[C@@H](CC1=CC=CC=C1)C(=O)NCC(=O)OCC=C)CCC(C=[N+]=[N-])=O)CC1=CC=CC=C1 Allyl ((S)-2-((S)-2-amino-3-phenylpropanamido)-6-diazo-5-oxohexanoyl)-L-phenylalanylglycinate